N-(5-(8-chloro-4-methylquinazolin-6-yl)-4-(furan-2-yl)pyrimidin-2-yl)-N-(cyclopropylformyl)cyclopropylcarboxamide ClC=1C=C(C=C2C(=NC=NC12)C)C=1C(=NC(=NC1)N(C(=O)C1CC1)C(=O)C1CC1)C=1OC=CC1